N-(2-(3-((2,6-dichloro-3,5-dimethoxyphenoxy)methyl)-1H-pyrazol-5-yl)phenyl)acrylamide ClC1=C(OCC2=NNC(=C2)C2=C(C=CC=C2)NC(C=C)=O)C(=C(C=C1OC)OC)Cl